(2,4-dichloro-5-nitrophenyl)-4-difluoromethyl-5-methyl-2,4-dihydro-[1,2,4]triazole ClC1=C(C=C(C(=C1)Cl)[N+](=O)[O-])N1N=C(N(C1)C(F)F)C